[7-(6-Amino-4-methoxy-pyridin-3-yl)-4,7-diaza-spiro[2.5]oct-4-yl]-[5-(4-fluoro-phenoxy)-4-methoxy-pyridin-2-yl]-methanone NC1=CC(=C(C=N1)N1CCN(C2(CC2)C1)C(=O)C1=NC=C(C(=C1)OC)OC1=CC=C(C=C1)F)OC